methyl 3-oxocyclobutanecarboxylate O=C1CC(C1)C(=O)OC